tert-butyl (2R)-2-(hydroxymethyl)-4-{[3-methoxy-4-(methoxycarbonyl)phenyl]methyl}piperazine-1-carboxylate OC[C@@H]1N(CCN(C1)CC1=CC(=C(C=C1)C(=O)OC)OC)C(=O)OC(C)(C)C